ClC1=CC=C(C=C1)C1=C(C2=CC=CC=C2C=2C=CC=CC12)[SiH](C1=CC=CC=C1)C1=CC=CC=C1 [10-(4-chlorophenyl)phenanthr-9-yl]diphenylsilane